zirconium-hafnium water O.[Hf].[Zr]